FC=1C(=CC(=NC1)OC)C1=CC(=NN1)C(=O)N1C2(CC2)C[C@H](CC1)C(=O)N[C@H]1[C@H]2CC[C@@H](CC1)N2C (7S)-4-[5-(5-fluoro-2-methoxypyridin-4-yl)-1H-pyrazole-3-carbonyl]-N-[(1R,2R,5R)-8-methyl-8-azabicyclo[3.2.1]oct-2-yl]-4-azaspiro[2.5]octane-7-carboxamide